3-((2-methylbut-3-en-2-yl)oxy)propyl 4-methylbenzenesulfonate CC1=CC=C(C=C1)S(=O)(=O)OCCCOC(C)(C=C)C